(2S)-2-(methylamino)-3-phenyl-propionic acid tert-butyl ester C(C)(C)(C)OC([C@H](CC1=CC=CC=C1)NC)=O